Cl.CC1=NC=CC2=C1C=CN2C2C=CC(C2O)O 5-(4-methyl-1H-pyrrolo[3,2-c]pyridin-1-yl)cyclopent-3-ene-1,2-diol hydrochloride